2-isobutoxybenzylidene malonate C1(CC(=O)OC(C2=C(C=CC=C2)OCC(C)C)O1)=O